CN([C@H](C(=O)O)CCC=C)S(=O)(=O)C1=CC=C(C=C1)[N+](=O)[O-] (S)-2-(N-methyl-4-nitrobenzenesulfonylamino)hex-5-enoic acid